O=C1NC(CCC1NC(=O)C1=COC2=C1C=CC=C2)=O N-(2,6-dioxopiperidin-3-yl)benzofuran-3-carboxamide